N1=C(C=CC=C1)CN 2-pyridylmethanamine